4-chloro-1-(phenylsulfonyl)-5-(trifluoromethyl)-1H-pyrrolo[2,3-b]pyridine ClC1=C2C(=NC=C1C(F)(F)F)N(C=C2)S(=O)(=O)C2=CC=CC=C2